CO[Si](CC(C)OCC1OC1)(OC)OC trimethoxy[2-(oxiranylmethoxy)propyl]silane